3-[(4-amino-8-bromo-5,5-dimethyl-6H-benzo[h]quinazolin-7-yl)-[[(5S)-2-oxooxazolidin-5-yl]methyl]amino]propanenitrile NC1=NC=NC=2C3=C(CC(C12)(C)C)C(=C(C=C3)Br)N(CCC#N)C[C@@H]3CNC(O3)=O